tert-butyl 3-(hydroxymethyl)-4-isopropyl-5-(8-methyl-[1,2,4]triazolo[1,5-a]pyridin-6-yl)-6H-thieno[2,3-b]pyrrole-6-carboxylate OCC1=CSC=2N(C(=C(C21)C(C)C)C=2C=C(C=1N(C2)N=CN1)C)C(=O)OC(C)(C)C